S1C(CCCC1)C[C@H](N)C(=O)O 3-(2-thianyl)alanine